CC1=C(C=2N(C=C1C=1NC3=CC=C(C=C3C1C(C)C)C1CC3C(CN(C3)C(CN(C)C)=O)C1)C=NN2)C 1-(5-(2-(7,8-dimethyl-[1,2,4]triazolo[4,3-a]pyridin-6-yl)-3-isopropyl-1H-indol-5-yl)hexahydrocyclopenta[c]pyrrol-2(1H)-yl)-2-(dimethylamino)ethan-1-one